N-(1-(4-(trifluoromethyl)benzyl)-1H-indazol-3-yl)pyridazine-3-carboxamide FC(C1=CC=C(CN2N=C(C3=CC=CC=C23)NC(=O)C=2N=NC=CC2)C=C1)(F)F